C1(=CC=CC=C1)N(CC(C)O)CC(C)O 1,1'-(phenylimino)bis-2-propanol